C(C)OC(C)=O 1-(1-ethoxy)acetaldehyde